(3S)-3-({1-cyclopentyl-5-[2-(1,1-difluoroethyl)phenyl]-1H-pyrazol-3-yl}formamido)-5-(5,5-difluoro-2-methylpiperidin-1-yl)pentanoic acid C1(CCCC1)N1N=C(C=C1C1=C(C=CC=C1)C(C)(F)F)C(=O)N[C@H](CC(=O)O)CCN1C(CCC(C1)(F)F)C